3-hydrazino-8-chloro-5H-[1,2,4]Triazino[5,6-b]Indole N(N)C=1N=NC2=C(NC=3C=CC(=CC23)Cl)N1